FC(C(C)NC=1N=CC2=C(N1)NC=C2)(F)F 2-((1,1,1-trifluoropropan-2-yl)amino)-7H-pyrrolo[2,3-d]pyrimidin